7,8-difluorodibenzo[b,e]selenepin FC1=C(C=CC2=CC3=C([Se]C=C21)C=CC=C3)F